O\N=C(\C(C)C)/N (Z)-N'-hydroxyisobutyrimidamide